4-(1-hydroxypropyl)thiazol-2-yl(1H-indol-yl)methanone OC(CC)C=1N=C(SC1)C(=O)N1C=CC2=CC=CC=C12